4-vinylphenylborane C(=C)C1=CC=C(C=C1)B